N-(5-(benzylthio)-6-methoxypyridin-3-yl)-2-phenyloxazole-5-carboxamide C(C1=CC=CC=C1)SC=1C=C(C=NC1OC)NC(=O)C1=CN=C(O1)C1=CC=CC=C1